CC1=CSC=2N=C(N=C(C21)NC=2C=C(C=CC2)C(C)(C)O)NC=2C=NN(C2)C2CCN(CC2)C 2-(3-((5-methyl-2-((1-(1-methylpiperidin-4-yl)-1H-pyrazol-4-yl)amino)thieno[2,3-d]pyrimidin-4-yl)amino)phenyl)propan-2-ol